C(C)(C)(C)C1(OCC=C(C1)C)C 2-(tert-butyl)-2,4-dimethyl-3,6-dihydro-2H-pyran